(Z)-2-Heptadecenal C(\C=C/CCCCCCCCCCCCCC)=O